CN(C1CN(C1)C(=O)OC(C)(C)C)C1=NC=CC(=C1)C(NC)=O tert-butyl 3-(methyl(4-(methylcarbamoyl)pyridin-2-yl)amino)azetidine-1-carboxylate